9,10-dihydro-9-oxa-10-phosphaphenanthrene-10-methanol-10-oxide C1=CC=CC=2C3=CC=CC=C3OP(C12)(CO)=O